CC=1C=C2CCN(CC2=CC1OC1=CC=CC=C1)C(C=C)=O 1-(6-methyl-7-phenoxy-3,4-dihydroisoquinolin-2(1H)-yl)prop-2-en-1-one